(2-methyl-2H-indazol-5-yl)-2-{6-[1-(oxazolidin-4-yl)azetidin-3-yl]pyridazin-3-yl}phenol CN1N=C2C=CC(=CC2=C1)C=1C(=C(C=CC1)O)C=1N=NC(=CC1)C1CN(C1)C1NCOC1